5-(Pyrimidin-5-yl)-2-[3-(2,2,6,6-tetramethylpiperidin-4-yl)-3H-[1,2,3]triazolo[4,5-c]pyridazin-6-yl]phenol N1=CN=CC(=C1)C=1C=CC(=C(C1)O)C1=CC2=C(N=N1)N(N=N2)C2CC(NC(C2)(C)C)(C)C